FC1=C[C@@H]([C@H](CC1)NC(OC(C)(C)C)=O)CO tert-butyl ((1S,2S)-4-fluoro-2-(hydroxymethyl)cyclohex-3-en-1-yl)carbamate